N-(3-((3-(9H-purin-6-yl)pyridin-2-yl)amino)-4-methylphenyl)-5-chloro-4-(trifluoromethyl)picolinamide N1=CN=C2NC=NC2=C1C=1C(=NC=CC1)NC=1C=C(C=CC1C)NC(C1=NC=C(C(=C1)C(F)(F)F)Cl)=O